2-amino-N-((1,3-dimethyl-1H-indol-2-yl)methyl)-3-methyl-N-((5-(trifluoromethyl)-2-pyridinyl)methyl)-6-quinolinecarboxamide NC1=NC2=CC=C(C=C2C=C1C)C(=O)N(CC1=NC=C(C=C1)C(F)(F)F)CC=1N(C2=CC=CC=C2C1C)C